ClC1=CC=C(C=C1)/C=C/C(=O)C1=CC=C(C=C1)CCCC(=O)O 4-[4-[(E)-3-(4-Chlorophenyl)prop-2-enoyl]phenyl]butanoic acid